di(t-butylperoxy)cumene 2-aminoethyl-methacrylate NCCOC(C(=C)C)=O.C(C)(C)(C)OOC=1C(=C(C=CC1)C(C)C)OOC(C)(C)C